C12CN(CC(CC1)N2)C2=CC(=C1C[C@H](COC1=C2)NC(=O)C2=C(C1=C(N=C(S1)C)S2)N)F N-((3R)-7-(3,8-diazabicyclo[3.2.1]octan-3-yl)-5-fluorochroman-3-yl)-6-amino-2-methylthieno[2,3-d]thiazole-5-carboxamide